C(C)OC(=O)C=1N=C2C(=CC(=C3C2=C(C1)C=N3)NS(=O)(=O)C3=C(C=CC=C3)[N+](=O)[O-])NC(CC)=O 6-Propionylamino-8-o-nitrobenzenesulfonylaminopyrrolo[4,3,2-de]quinoline-4-carboxylic acid ethyl ester